2-(4-((6,7-dimethoxyquinazolin-4-yl)oxy)-2,6-difluorophenyl)-N-(4-(3-oxopiperazin-1-yl)phenyl)-2-oxoacetamide COC=1C=C2C(=NC=NC2=CC1OC)OC1=CC(=C(C(=C1)F)C(C(=O)NC1=CC=C(C=C1)N1CC(NCC1)=O)=O)F